C1(CC1)C#CC1=CC=CC=2N(CCOCC21)C2=NC(N(C1=CC(=C(C=C21)C#N)OCCO)C)=O 4-(6-(cyclopropylethynyl)-2,3-dihydrobenzo[e][1,4]oxazepine-1(5H)-yl)-7-(2-hydroxyethoxy)-1-methyl-2-oxo-1,2-dihydroquinazoline-6-carbonitrile